tert-butyl ((1-(6-bromo-[1,2,4]triazolo[1,5-a]pyrazin-8-yl)piperidin-4-yl)methyl)carbamate BrC=1N=C(C=2N(C1)N=CN2)N2CCC(CC2)CNC(OC(C)(C)C)=O